NC1=CC=C(C=C1)C(C1=C(C=CC=C1)C(C)CO)=O p-amino-2-(hydroxy-2-propyl)benzophenone